CN1N=CC(=C1)N1N=CC2=NC=C(C=C21)OC2C=1C=CC(=CC1CCC2)C#N 5-[1-(1-methylpyrazol-4-yl)pyrazolo[4,3-b]pyridin-6-yl]oxy-5,6,7,8-tetrahydronaphthalene-2-carbonitrile